5,6-diethyl-pyrazine C(C)C=1N=CC=NC1CC